(2-chloro-5,7-dihydro-6H-pyrrolo[3,4-b]pyridin-6-yl)(pyrrolidin-1-yl)methanone ClC1=CC=C2C(=N1)CN(C2)C(=O)N2CCCC2